Ethyl 2-(4-((2,5-dioxo-3-(4-methyltolyl) imidazolin-1-yl) methyl)-2,6-dimethylphenoxy)-2-methylpropionate O=C1N(C(CN1C1=C(C=CC(=C1)C)C)=O)CC1=CC(=C(OC(C(=O)OCC)(C)C)C(=C1)C)C